CC1(CC1)NS(=O)(=O)C=1C=C2C(NC(NC2=CC1)=O)=O N-(1-methylcyclopropyl)-2,4-dioxo-1,3-dihydroquinazoline-6-sulfonamide